FC1=C(C=CC(=C1F)B1OC(C(O1)(C)C)(C)C)C=1C=NN(C1C)CCCOC 4-[2,3-difluoro-4-(4,4,5,5-tetramethyl-1,3,2-dioxaborolan-2-yl)phenyl]-1-(3-methoxypropyl)-5-methyl-pyrazole